C(CCCCCCCC(=O)[O-])(=O)O[O-] peroxyazelate